O=C(C(=O)OCC)CCCC(=O)OCC diethyl oxoadipate